N1([C@H](CC=C1)C(=O)OCC)C(=O)OC(C)(C)C 1-tert-butyl 2-ethyl (2R)-2,3-dihydro-1H-pyrrole-1,2-dicarboxylate